2-methyl-N-(2-(methylsulfonyl)ethyl)-5-((4-methylthiazol-5-yl)methoxy)benzofuran-3-carboxamide CC=1OC2=C(C1C(=O)NCCS(=O)(=O)C)C=C(C=C2)OCC2=C(N=CS2)C